3,6-dibromo-9,10-diaminophenanthrene BrC=1C=CC=2C(=C(C3=CC=C(C=C3C2C1)Br)N)N